2-chloro-N-(4-fluorophenyl)aniline ClC1=C(NC2=CC=C(C=C2)F)C=CC=C1